1-[[2-(1,1,1-trifluoro-3-methoxypropan-2-yl)oxypyridin-4-yl]methyl]-3-[(1r,3r)-3-(trifluoromethyl)cyclobutyl]urea FC(C(COC)OC1=NC=CC(=C1)CNC(=O)NC1CC(C1)C(F)(F)F)(F)F